2H-spiro[benzofuran-3,1'-cyclopropane]-5-carboxamide C12(CC1)COC1=C2C=C(C=C1)C(=O)N